2-acetylamino-2-(4-bromophenylethyl)malonic acid diethyl ester C(C)OC(C(C(=O)OCC)(CCC1=CC=C(C=C1)Br)NC(C)=O)=O